2,2,4-trimethyl-1-oxa-4-aza-2-silacyclohexane C[Si]1(OCCN(C1)C)C